2-(methylsulfonyl)benzene CS(=O)(=O)C1=CC=CC=C1